N-Methylaminomethyl-uridine CNCN1C(N([C@H]2[C@H](O)[C@H](O)[C@@H](CO)O2)C=CC1=O)=O